5-(2-pyridyl)thiophene-2-sulfonyl chloride N1=C(C=CC=C1)C1=CC=C(S1)S(=O)(=O)Cl